C(=C/CCCC)/C(CC(=O)O)CCC (Z)-3-hexenyl-hexanoic acid